C(=O)OC1=CC2=CC=C(C(=C2C(=C1)C1=C(C=2N=C(N=C(C2C(=N1)C)N1CCC=CC1)OC(C)C1N(CCC1)C)F)C#C)F 4-(4-(3,6-dihydropyridin-1(2H)-yl)-8-fluoro-5-methyl-2-(1-(1-methylpyrrolidin-2-yl)ethoxy)pyrido[4,3-d]pyrimidin-7-yl)-5-ethynyl-6-fluoronaphthalen-2-ol formate